2-((1H-pyrazol-3-yl)methyl)-6-(isothiazol-4-ylmethyl)-4-methyl-4,6-dihydro-5H-thiazolo[5',4':4,5]pyrrolo[2,3-d]pyridazin-5-one N1N=C(C=C1)CC=1SC2=C(N(C=3C(N(N=CC32)CC=3C=NSC3)=O)C)N1